N-(9-Azabicyclo[3.3.1]non-3-yl)-6-(2,8-dimethylimidazo[1,2-a]pyridin-6-yl)-N-methyl[1,3]thiazolo[4,5-c]pyridin-2-amin C12CC(CC(CCC1)N2)N(C=2SC1=C(C=NC(=C1)C=1C=C(C=3N(C1)C=C(N3)C)C)N2)C